(1R,2S)-4-(dimethylamino)-1-[6-(4-hydroxybutyl)-2-methoxy-3-quinolyl]-2-(1-naphthyl)-1-phenyl-butan-2-ol CN(CC[C@@]([C@H](C1=CC=CC=C1)C=1C(=NC2=CC=C(C=C2C1)CCCCO)OC)(O)C1=CC=CC2=CC=CC=C12)C